ClC=1C=NN(C1)[C@@H](C(=O)O)C (R)-2-(4-chloro-1H-pyrazol-1-yl)propionic acid